NCC1=CC=CC(=N1)N1C(C2=CC=CC=C2C1=O)=O 2-(6-(aminomethyl)pyridin-2-yl)isoindoline-1,3-dione